CC1=CN2C(=NC(=C(C2=O)C=2C=NN(C2)CC(C(F)(F)F)(F)F)C(F)(F)F)O1 2-methyl-6-[1-(2,2,3,3,3-pentafluoropropyl)-1H-pyrazol-4-yl]-7-(trifluoromethyl)-5H-[1,3]oxazolo[3,2-a]pyrimidin-5-one